N-(1-(4-butylphenyl)piperidin-4-yl)quinazolin-4-amine C(CCC)C1=CC=C(C=C1)N1CCC(CC1)NC1=NC=NC2=CC=CC=C12